N1=CC(=CC=C1)C1CC1 2-(Pyridin-3-yl)cyclopropane